FC1=C(C=CC=C1)C=1NC(=C(N1)C1=CC=CC=C1)C1=CC=CC=C1 2-(2-fluorophenyl)-4,5-diphenylimidazole